C(#N)C=1C(=C(C(=NC1C)C(=O)NC=1C=C2C(=NNC2=CC1)C=1C=NN(C1)C(F)F)C)C 5-cyano-N-(3-(1-(difluoromethyl)-1H-pyrazol-4-yl)-1H-indazol-5-yl)-3,4,6-trimethylpicolinamide